C(C)(C)N1CCC=2C1=CN=C(C2)C2=NC(=NN2)NC2=NC=C(C=C2N(C(C)=O)C)C(F)(F)F N-(2-(5-(1-isopropyl-2,3-dihydro-1H-pyrrolo[2,3-c]pyridin-5-yl)-1H-1,2,4-triazol-3-ylamino)-5-(trifluoromethyl)pyridin-3-yl)-N-methylacetamide